FC(S(=O)(=O)O)(F)F.CN1C=NC=C1 3-methylimidazole trifluoromethanesulphonic acid salt